6-picolinoyl-6-azabicyclo[3.1.1]heptane-1-carboxylate N1=CC=CC=C1C(=O)OC(=O)C12CCCC(N1)C2